CS(=O)(=O)N1C2=C(OCC1)C(=CN=C2)C2=CC=C(C#N)C=C2 4-(4-(methylsulfonyl)-3,4-dihydro-2H-pyrido[4,3-b][1,4]oxazin-8-yl)benzonitrile